C1=CC(=CC=C1C(=O)NC2=CC=C(C=C2)N)N 4-AMINO-N-(4-AMINOPHENYL)BENZAMIDE